2-[(2S)-2-amino-1-fluoropropyl]-3-bromo-5-chloro-N-[(1,3-thiazol-2-yl)methyl]thieno[3,2-b]pyridin-7-amine dihydrochloride Cl.Cl.N[C@H](C(F)C1=C(C2=NC(=CC(=C2S1)NCC=1SC=CN1)Cl)Br)C